9-((4,4-bis(((Z)-oct-5-en-1-yl)oxy)butanoyl)oxy)-5-(((3-(dimethylamino)propoxy)carbonyl)oxy)nonyl (9Z,12Z)-octadeca-9,12-dienoate C(CCCCCCC\C=C/C\C=C/CCCCC)(=O)OCCCCC(CCCCOC(CCC(OCCCC\C=C/CC)OCCCC\C=C/CC)=O)OC(=O)OCCCN(C)C